C(C)(C)N1C(=NC(=C1)C(F)(F)F)C1=CC=C(C=C1)CB1OC(C(O1)(C)C)(C)C 1-isopropyl-2-(4-((4,4,5,5-tetramethyl-1,3,2-dioxaborolan-2-yl)methyl)phenyl)-4-(trifluoromethyl)-1H-imidazole